[4-chloro-3-(2-hydroxyethyl)phenyl]boronic acid ClC1=C(C=C(C=C1)B(O)O)CCO